C(#N)C1(CC1)C(=O)NC1=CNC2=CC=C(C=C12)C=1C=NN(C1)C1=CC=C(C=C1)C(F)(F)F 1-cyano-N-(5-{1-[4-(trifluoromethyl)phenyl]-1H-pyrazol-4-yl}-1H-indol-3-yl)cyclopropane-1-carboxamide